C(C)OC(C(C(C(=O)OCC)CCCC(C)C)(CCCC(C)C)C#N)=O 2-cyano-2,3-diisohexylbutanedioic acid diethyl ester